CN(C(O)=S)C1=CC=CC=C1 methyl-(phenyl)thiocarbamic acid